N-(4-(2-chlorophenyl)thiazol-2-yl)-5-fluoropyridinamide ClC1=C(C=CC=C1)C=1N=C(SC1)NC(=O)C1=NC=C(C=C1)F